ClC1=CC=C2C(=CN(C2=C1Cl)C=1N=NN(C1)CCN)C=1C=NN(C1)C1OCCCC1 2-[4-[6,7-Dichloro-3-(1-tetrahydropyran-2-ylpyrazol-4-yl)indol-1-yl]triazol-1-yl]ethanamine